O1COC2=C1C=CC(=C2)CCC(=O)NC=2N=C(SC2)C#C 3-(benzo[d][1,3]dioxolan-5-yl)-N-(2-ethynyl-thiazol-4-yl)propanamide